C1(=CC=CC=C1)[C@@H]1CC[C@H](N1)C(=O)O (2S,5S)-5-Phenyl-pyrrolidine-2-carboxylic acid